C12(CC(C1)C2)N2C(=NC=1C(=NC(=CC12)C)N1CCN(CC1)C)C1=C(C=CC=C1)Cl 1-(1-{bicyclo[1.1.1]pentan-1-yl}-2-(2-chlorophenyl)-6-methylimidazo[4,5-c]pyridin-4-yl)-4-methylpiperazine